N-[(6-Amino-2-pyridyl)sulfonyl]-6-(2-isopropoxy-3-pyridyl)-2-(2,4,6-trimethylphenoxy)pyridin-3-carboxamid NC1=CC=CC(=N1)S(=O)(=O)NC(=O)C=1C(=NC(=CC1)C=1C(=NC=CC1)OC(C)C)OC1=C(C=C(C=C1C)C)C